(S)-2-(2-cyanopyrrolidin-1-yl)-2-oxoethylammonium 4-methylbenzenesulfonate CC1=CC=C(C=C1)S(=O)(=O)[O-].C(#N)[C@H]1N(CCC1)C(C[NH3+])=O